Cl.C(C=1C(O)=CC=CC1)(=O)OC(C)=O acetyl salicylate hydrochloride